FC(CC1=CC=CC=C1)(F)F 2,2,2-trifluoroethylbenzene